(R)-5-(3-Methyl-5,6-dihydroimidazo[1,2-a]pyrazin-7(8H)-yl)-3-(6-(3-methylpiperazin-1-yl)pyridin-3-yl)-1H-pyrazolo[4,3-d]pyrimidine CC1=CN=C2N1CCN(C2)C=2N=CC1=C(N2)C(=NN1)C=1C=NC(=CC1)N1C[C@H](NCC1)C